Cl.N[C@@H](CCC(=O)N)[C@@H](C)OCC1=CC=C(C=C1)CCCOCCOCCOCCOCCCC1=CC2=C(N(C(N2C)=O)C2C(NC(CC2)=O)=O)C=C1 (4S,5R)-4-amino-5-[(4-[16-[1-(2,6-dioxopiperidin-3-yl)-3-methyl-2-oxo-2,3-dihydro-1H-1,3-benzodiazol-5-yl]-4,7,10,13-tetraoxahexadecan-1-yl]phenyl)meth-oxy]hexanamide hydrochloride